tetracresyl diphosphate O(P(OC1=CC=C(C=C1)C)(=O)OP(=O)(OC1=CC=C(C=C1)C)OC1=CC=C(C=C1)C)C1=CC=C(C=C1)C